methyl (E)-2-cyano-4-(2-(2-(N-(1-(1-(naphthalen-1-yl)ethyl)piperidin-4-yl)methylsulfonamido)acetamido)acetamido)but-2-enoate C(#N)/C(/C(=O)OC)=C\CNC(CNC(CN(S(=O)(=O)C)C1CCN(CC1)C(C)C1=CC=CC2=CC=CC=C12)=O)=O